4-(Dimethylphosphoryl)-2-methoxyaniline CP(=O)(C)C1=CC(=C(N)C=C1)OC